(S)-3-amino-3-(4-fluoro-4'-chloro-2',5,6'-trimethyl-[1,1'-biphenyl]-3-yl)propionate N[C@@H](CC(=O)[O-])C=1C=C(C=C(C1F)C)C1=C(C=C(C=C1C)Cl)C